NC1=NC=C(C=C1O[C@H](C)C=1C=C(C=CC1)NC(C1=CC(=CC=C1)NC1C(CCCC1)O)=O)Cl N-(3-((R)-1-((2-Amino-5-chloropyridin-3-yl)oxy)ethyl)phenyl)-3-((2-hydroxycyclohexyl)amino)benzamid